C(C)S(=O)(=O)C=1C=C(C=NC1C1=NC2=C(N1C)C=CC(=C2)S(=O)(=O)C(F)(F)F)OC(C#N)(C)C 2-[[5-ethylsulfonyl-6-[1-methyl-5-(trifluoromethylsulfonyl)benzimidazol-2-yl]-3-pyridyl]oxy]-2-methyl-propanenitrile